CNCC1CCN(CC1)C(=O)OC(C)(C)C tert-butyl 4-(methylaminomethyl)piperidine-1-carboxylate